C(C1=CC=CC=C1)OC1=C(C(=O)N2CC3=CC=CC=C3CC2)C(=CC(=C1)OCOC)OCOC 2-(2-(benzyloxy)-4,6-bis(methoxymethoxy)benzoyl)-1,2,3,4-tetrahydroisoquinoline